argininoacetic acid N([C@@H](CCCNC(N)=N)C(=O)O)CC(=O)O